((2,6-diethoxy-4'-fluoro-[1,1'-biphenyl]-4-yl)methyl)-2-azaspiro[3.3]heptane-6-amine hydrochloride Cl.C(C)OC1=C(C(=CC(=C1)CC1NCC12CC(C2)N)OCC)C2=CC=C(C=C2)F